N-(4-(2-(4-fluorophenyl)-5-((methylthio)methyl)-4,5,6,7-tetrahydropyrazolo[1,5-a]pyrazin-3-yl)pyridin-2-yl)acetamide FC1=CC=C(C=C1)C1=NN2C(CN(CC2)CSC)=C1C1=CC(=NC=C1)NC(C)=O